8-Cyclopentyl-1,3-dimethyl-7-(4-((4-(methylsulfonyl)piperidin-1-yl)methyl)phenyl)-3,6-dihydroimidazo[4,5-d]pyrrolo[2,3-b]pyridin-2(1H)-one C1(CCCC1)C1=C(NC2=NC=C3C(=C21)N(C(N3C)=O)C)C3=CC=C(C=C3)CN3CCC(CC3)S(=O)(=O)C